O1C(=CC=C1)C1=NN2C(N=C(NC2=O)SC)=C1 7-(2-furyl)-2-methylsulfanyl-3H-pyrazolo[1,5-a][1,3,5]Triazin-4-one